FC=1C(=C(C=CC1F)[C@H]1C(O[C@H]([C@H]1OC)C(C)C)OC(C)=O)OC acetic acid (3R,4S,5S)-3-(3,4-difluoro-2-methoxyphenyl)-5-isopropyl-4-methoxytetrahydrofuran-2-yl ester